CN(CCOC=1C(NC=C2C=NN(C(C21)=O)C)=O)C 8-(2-(dimethylamino)ethoxy)-2-methyl-2,6-dihydropyrido[3,4-d]pyridazin-1,7-dione